methyl (S)-2-aminohex-5-enoate N[C@H](C(=O)OC)CCC=C